FC(CCO)(C(C(C(O)(F)F)(F)F)(F)F)F 3,3,4,4,5,5,6,6-octafluoro-1,6-hexanediol